FC=1C=C(C=C2C=CC(=NC12)C1CCOCC1)CN1C[C@H]([C@@H](C1)CO)OC=1C=C2CN(C(C2=CC1)=O)[C@@H]1C(NC(CC1)=O)=O (3S)-3-(5-{[(3S,4S)-1-{[8-fluoro-2-(oxan-4-yl)quinolin-6-yl]methyl}-4-(hydroxymethyl)pyrrolidin-3-yl]oxy}-1-oxo-2,3-dihydro-1H-isoindol-2-yl)piperidine-2,6-dione